propyl 3-(trimethylsilyloxy)-4,5-dihydroxybenzoate C[Si](OC=1C=C(C(=O)OCCC)C=C(C1O)O)(C)C